ClC1=CC=C2C=CN=C(C2=C1)NCCNCC N1-(7-chloroisoquinolin-1-yl)-N2-ethylethane-1,2-diamine